C(CCC)C(CCCCCCCC)OCCO 2-[(1-n-butylnonyl)oxy]ethanol